CN(C/C=C/C(=O)N1CC2=C([C@@H](C1)C1=C(C(=CC=C1)F)C=1C(=NN(C1)CC)C(F)(F)F)C=C(S2)C#N)C (S,E)-6-(4-(dimethylamino)but-2-enoyl)-4-(2-(1-ethyl-3-(trifluoromethyl)-1H-pyrazol-4-yl)-3-fluorophenyl)-4,5,6,7-tetrahydrothieno[2,3-c]pyridine-2-carbonitrile